Cl.CN1N=CC(=C1)C1=CC=CC(=N1)C(=O)N 6-(1-methyl-1H-pyrazol-4-yl)pyridine-2-carboxamide hydrochloride